3-(2-chlorophenyl)acrylamide ClC1=C(C=CC=C1)C=CC(=O)N